[Cl-].C(C1=CC=CC=C1)[N+](CCCCCCCCCCCC)(C)C benzyl-dimethyl-dodecylammonium chloride